NC1=C2C(=NC=N1)N(N=C2C2=CC=C(C=C2)OC2=CC=CC=C2)CCN(C(C2=C(C(=C(C(=C2F)F)F)F)S(N(CC2=CC=C(C=C2)OC)CC2=CC=C(C=C2)OC)(=O)=O)=O)C N-(2-(4-amino-3-(4-phenoxyphenyl)-1H-pyrazolo[3,4-d]pyrimidin-1-yl)ethyl)-2-(N,N-bis(4-methoxybenzyl)sulfamoyl)-3,4,5,6-tetrafluoro-N-methylbenzamide